(3R)-1-(7-(8-ethyl-7-fluoro-3-hydroxynaphthalen-1-yl)-8-fluoro-2-((3-methyl-3-azabicyclo[4.1.0]hept-1-yl)methoxy)pyrido[4,3-d]pyrimidin-4-yl)-3-methylpiperidin-3-ol C(C)C=1C(=CC=C2C=C(C=C(C12)C1=C(C=2N=C(N=C(C2C=N1)N1C[C@@](CCC1)(O)C)OCC12CN(CCC2C1)C)F)O)F